diallyl-di(beta-hydroxyethyl)ammonium fluoride [F-].C(C=C)[N+](CCO)(CCO)CC=C